hydroxybutyl propionate C(CC)(=O)OCCCCO